2-(3-((2-hydroxyethyl)sulfonyl)benzoyl)-2-azabicyclo[3.1.0]hexane-3-carboxamide OCCS(=O)(=O)C=1C=C(C(=O)N2C3CC3CC2C(=O)N)C=CC1